C(=O)(OC(C)(C)C)N1CC(CC1)CC(=O)O 2-(1-Boc-pyrrolidin-3-yl)acetic acid